(R)-benzyl 2-(((benzyloxy)carbonyl)amino)-3-iodopropanoate C(C1=CC=CC=C1)OC(=O)N[C@H](C(=O)OCC1=CC=CC=C1)CI